CC1CC(CC(C1)(C)C)N 3,5,5-trimethylcyclohexylamine